2-(4-hydroxy-3,5-dimethyl-phenyl)-5-methoxy-7-(2-methoxy-ethoxy)-3H-quinazolin-4-one OC1=C(C=C(C=C1C)C1=NC2=CC(=CC(=C2C(N1)=O)OC)OCCOC)C